1-[3-(3-{3-[(4-methyl-4H-1,2,4-triazol-3-yl)methyl]oxetan-3-yl}phenyl)-5-(trifluoromethyl)-1H-pyrazolo[3,4-c]pyridin-7-yl]ethan-1-one CN1C(=NN=C1)CC1(COC1)C=1C=C(C=CC1)C1=NNC2=C(N=C(C=C21)C(F)(F)F)C(C)=O